(S)-(4-(((2-Amino-4,5,6,7-tetrahydrobenzo[d]thiazol-6-yl)(propyl)amino)methyl)piperidin-1-yl)(3-chloro-4-fluorophenyl)methanone NC=1SC2=C(N1)CC[C@@H](C2)N(CCC)CC2CCN(CC2)C(=O)C2=CC(=C(C=C2)F)Cl